CN(C=1C2=C(N=CN1)NC(=C2)C2=CC=C(C(=O)O)C=C2)CC2CCOCC2 4-(4-(Methyl((tetrahydro-2H-pyran-4-yl)methyl)amino)-7H-pyrrolo[2,3-d]pyrimidin-6-yl)benzoic acid